5-Isopropoxy-2-(2-isopropylphenyl)-N-methyl-N-((1-(1-methyl-4-(trifluoromethyl)-1H-imidazol-2-yl)piperidin-4-yl)methyl)pyrimidin-4-amine C(C)(C)OC=1C(=NC(=NC1)C1=C(C=CC=C1)C(C)C)N(CC1CCN(CC1)C=1N(C=C(N1)C(F)(F)F)C)C